FC1=C(C(=NC(=C1)N1CCNC2(CC2)C1)C1=NC2=CC(=NC=C2C=C1)CNC(C1=CC(=C(C=C1)C)S(=O)(=O)C)=O)C N-((2-(4-fluoro-3-methyl-6-(4,7-diazaspiro[2.5]octan-7-yl)pyridin-2-yl)-1,6-naphthyridin-7-yl)methyl)-4-methyl-3-(methylsulfonyl)benzamide